[Sn+4].C(\C=C/C(=O)[O-])(=O)[O-].C(\C=C/C(=O)[O-])(=O)[O-] Maleate tin